perfluorosulfonyl-ethoxy propyl-vinyl ether C(CC)C=COOCCS(=O)(=O)F